C(NC(=O)C1=NC=C(C=C1)N1CCN(CC1)CC=1C=C2NC(C=NC2=CC1)=O)([2H])([2H])[2H] N-(methyl-d3)-5-(4-((3-oxo-4H-quinoxalin-6-yl)methyl)piperazin-1-yl)pyridine-2-Formamide